N1=C(C=NC=C1)C1=NSC(=N1)N 3-(pyrazin-2-yl)-1,2,4-thiadiazol-5-amine